N-{2-[2-oxo-3-(trifluoro-methyl)-1,2-dihydropyridin-1-yl]-3-{[(CIS)-4-phenylcyclohexyl]oxy}propyl}methane-sulfonamide O=C1N(C=CC=C1C(F)(F)F)C(CNS(=O)(=O)C)CO[C@@H]1CC[C@@H](CC1)C1=CC=CC=C1